N12CC(C(CC1)CC2)C(=O)O[C@H]2CC[C@@]1([C@H]3CC[C@@]4([C@H](CC[C@H]4[C@@H]3CC=C1C2)[C@H](C)CCCC(C)C)C)C (3S,8S,9S,10R,13R,14S,17R)-10,13-dimethyl-17-((R)-6-methylheptan-2-yl)-2,3,4,7,8,9,10,11,12,13,14,15,16,17-tetradecahydro-1H-cyclopenta[a]phenanthren-3-yl quinuclidine-3-carboxylate